[(methacryloyloxy)ethyl]trimethylammonium chloride [Cl-].C(C(=C)C)(=O)OCC[N+](C)(C)C